C1(=CC=C(C=C1)C(C(=O)O)CC(C(=O)O)C1=CC=C(C=C1)C)C 2,4-di-p-tolylpentanedioic acid